2,2-dimethoxy-N-(dimethylaminoethyl)-1-aza-2-silacyclopentane CO[Si]1(N(CCC1)CCN(C)C)OC